[Cr+3].NCC(=O)[O-].NCC(=O)[O-].NCC(=O)[O-] Glycine, chromium salt